FC(C(=O)N1CC2=CC(=CC=C2CC1)OC=1C=NC(=CC1)C(F)(F)F)=C 2-fluoro-1-(7-((6-(trifluoromethyl)pyridin-3-yl)oxy)-3,4-dihydroisoquinolin-2(1H)-yl)prop-2-en-1-one